COC=1C=C(C(=O)O)C=CC1C(C)C 3-Methoxy-4-isopropylbenzoic acid